FC(=C(C(C(C(F)(F)F)(F)F)(F)F)F)F Perfluoropenten